Octylthioethyl acrylate C(C=C)(=O)OCCSCCCCCCCC